C(C)(C)(C)OC(N[C@H]1C[C@H](CCC1)C(NC1=NC=C(C(=C1)C1=CC2=C(N=CN2C(C)C)C(=C1)F)C)=O)=O.C1(=CC=CC2=CC=CC=C12)CCCC1=CC=CC2=CC=CC=C12 1,3-di(naphthalene-1-yl)propane tert-Butyl-N-[(1R,3S)-3-[[4-(7-fluoro-3-isopropyl-benzimidazol-5-yl)-5-methyl-2-pyridyl]carbamoyl]cyclohexyl]carbamate